[Si](C1=CC=CC=C1)(C1=CC=CC=C1)(C(C)(C)C)OCCCCCCCCC(S)=O 9-((tert-Butyldiphenylsilyl)oxy)nonanethioic S-acid